ClC1=CC=C(CN2C(=NC=3N(C(N(C(C23)=O)CCC(=O)OC(C)(C)C)=O)C)OC2=CC(=CC=C2)OC(F)(F)F)C=C1 tert-Butyl 3-(7-(4-chlorobenzyl)-3-methyl-2,6-dioxo-8-(3-(trifluoromethoxy)phenoxy)-2,3,6,7-tetrahydro-1H-purin-1-yl)propanoate